C1CCC12CN(CC2)CC=2NC1=CC(=CC=C1C2)CN2C(C1=CN=CC(=C1C=C2)N2CC1(COC1)C2)=O 2-{[2-({6-azaspiro[3.4]octan-6-yl}methyl)-1H-indol-6-yl]methyl}-5-{2-oxa-6-azaspiro[3.3]heptan-6-yl}-1,2-dihydro-2,7-naphthyridin-1-one